5-Ethyl 8-methyl pyrrolo[2,1-a]phthalazine-5,8(6H)-dicarboxylate C=1C=CN2C1C1=CC=C(C=C1CN2C(=O)OCC)C(=O)OC